[Na+].S(=O)(=O)([O-])O[C@@H]1CC2=CC[C@H]3[C@@H]4CC[C@H]([C@@H](CCCC(C)C)C)[C@]4(CC[C@@H]3[C@]2(CC1)C)C Cholesterol sulfate sodium salt